N-(4-fluoro-5-isopropyl-2-nitrophenyl)-N-methylmethanesulfonamide FC1=CC(=C(C=C1C(C)C)N(S(=O)(=O)C)C)[N+](=O)[O-]